ClC1=NC=C(C(=N1)N[C@H](C)CCOC=1C(=NN(C1C)C1CC1)[N+](=O)[O-])C(F)(F)F |r| (R)- and (S)-2-chloro-N-(4-((1-cyclopropyl-5-methyl-3-nitro-1H-pyrazol-4-yl)oxy)butan-2-yl)-5-(trifluoromethyl)pyrimidin-4-amine